Dichloro-5,12-diethyl-1,5,8,12-tetraazabicyclo[6.6.2]hexadecane manganese (II) [Mn+2].ClC1(N2CCN(CCCN(CCN(CC1)CC)CC2)CC)Cl